4-chloro-3,6-dimethyl-5-(trifluoromethyl)pyridin-2-amine ClC1=C(C(=NC(=C1C(F)(F)F)C)N)C